4-acetylamino-N-(((2S,5R)-6-hydroxy-7-oxo-1,6-diazabicyclo[3.2.1]oct-2-yl)(imino)methyl)cyclohexane-1-carboxamide C(C)(=O)NC1CCC(CC1)C(=O)NC(=N)[C@H]1N2C(N([C@H](CC1)C2)O)=O